CCCCC(C)C(=O)SCCNC(=O)CCNC(=O)[C@@H](C(C)(C)COP(=O)([O-])OP(=O)([O-])OC[C@@H]1[C@H]([C@H]([C@@H](O1)N2C=NC3=C(N=CN=C32)N)O)OP(=O)([O-])[O-])O The molecule is a fatty acyl-CoA(4-) obtained by deprotonation of the phosphate and diphosphate functions of 2-methylhexanoyl-CoA; major species at pH 7.3. It is a conjugate base of a 2-methylhexanoyl-CoA.